N-(6-ethyl-2-pyridyl)-8-methoxy-2-tetrahydropyran-4-yl-imidazo[1,2-a]pyrazine-6-carboxamide C(C)C1=CC=CC(=N1)NC(=O)C=1N=C(C=2N(C1)C=C(N2)C2CCOCC2)OC